O=C1NC(CC[C@H]1NC(=O)C1CCC2=NC=CC=C21)=O N-((R)-2,6-dioxopiperidin-3-yl)-6,7-dihydro-5H-cyclopenta[b]pyridine-5-carboxamide